TetraEthylOrthoSilicat C(C)O[Si](OCC)(OCC)OCC